C1(CC1)COCCN(CC[C@@H](C(=O)O)NC(C1=C(C=CC=C1)C(F)(F)F)=O)CCCCC1=NC=2NCCCC2C=C1 (S)-4-((2-(cyclopropylmethoxy)ethyl)(4-(5,6,7,8-tetrahydro-1,8-naphthyridin-2-yl)butyl)amino)-2-(2-(trifluoromethyl)benzamido)butanoic acid